(6-chloropyridin-3-yl)(methyl)(methylimino)-λ6-sulfanone ClC1=CC=C(C=N1)S(=O)(=NC)C